C(C)C(C(=O)OCC=C(CCC=C(C)C)C)CC 3,7-DIMETHYLOCTA-2,6-DIENYL 2-ETHYLBUTANOATE